8-(Butan-2-yl)-2-{[(1S)-1-{4-[(3,3-difluoropiperidin-1-yl)methyl]phenyl}ethyl]amino}pyrido[2,3-d]pyrimidin-7(8H)-on CC(CC)N1C(C=CC2=C1N=C(N=C2)N[C@@H](C)C2=CC=C(C=C2)CN2CC(CCC2)(F)F)=O